C(C)N1CC(CCC1)COC(=O)OC(C(=O)O)CCCCCCCC ((((1-ethylpiperidin-3-yl)methoxy)carbonyl)oxy)decanoic acid